P(=O)(OCN1\C(\N(C2=NC(=NC=C12)NC1CCC(CC1)O)[C@@H]1COCC1)=N/C1=C(C=C(C=C1F)F)F)(OP(=O)(O)O)O [(8Z)-2-[(4-hydroxycyclohexyl)amino]-9-[(3S)-tetrahydrofuran-3-yl]-8-(2,4,6-trifluorophenyl)imino-purin-7-yl]methyl phosphono hydrogen phosphate